(3R)-3-amino-5-[(4-chlorophenyl)methyl]-8-fluoro-7-[5-(3-methylsulfonyl-3-azabicyclo[3.1.1]heptan-1-yl)-1,3,4-oxadiazol-2-yl]-1,1-dioxo-2,3-dihydro-1lambda6,5-benzothiazepin-4-one N[C@H]1CS(C2=C(N(C1=O)CC1=CC=C(C=C1)Cl)C=C(C(=C2)F)C=2OC(=NN2)C21CN(CC(C2)C1)S(=O)(=O)C)(=O)=O